C(C)OC(=O)C1CCC2CNCC(C(N12)=O)C(C)C 2-oxo-3-isopropyl-1,5-diazabicyclo[5.3.0]decane-10-carboxylic acid ethyl ester